(+/-)-trans-3-((2-(5-fluoro-6-methyl-1H-pyrrolo[2,3-b]pyridin-3-yl)-6-phenyl-pyrimidin-4-yl)amino)bicyclo[2.2.2]octane-2-carboxylic acid FC=1C=C2C(=NC1C)NC=C2C2=NC(=CC(=N2)NC2C(C1CCC2CC1)C(=O)O)C1=CC=CC=C1